dimethyl (2R,4S)-2-acetoxy-4-[tert-butoxycarbonyl(methyl)amino]pentanedioate C(C)(=O)O[C@@H](C(=O)OC)C[C@@H](C(=O)OC)N(C)C(=O)OC(C)(C)C